COC1=CC=C(C=C1)C(C)(C)C=1N=C(SC1)NC(=O)NCCCN1CCN(CC1)C 1-(4-(2-(4-methoxyphenyl)propan-2-yl)thiazol-2-yl)-3-(3-(4-methylpiperazin-1-yl)propyl)urea